(S)-N-(3-(5-fluoro-2-((2-fluoro-3-(methylsulfonyl)phenyl)amino)pyrimidin-4-yl)-1H-indol-7-yl)-2-(4-methyl-1,4-diazepan-1-yl)butanamide FC=1C(=NC(=NC1)NC1=C(C(=CC=C1)S(=O)(=O)C)F)C1=CNC2=C(C=CC=C12)NC([C@H](CC)N1CCN(CCC1)C)=O